C(CCC)C1=CC=C(C=C1)N=NC1=CC=C(C=C1)C1=CC=C(C=C1)C(=O)OC1=C(C=2C=CC3=CC(=CC=C3C2C=C1)O[C@H](C)CCCCCCC)C1=C(C=CC=2C3=CC=C(C=C3C=CC12)O[C@@H](C)CCCCCCC)OC(=O)C1=CC=C(C=C1)C1=CC=C(C=C1)N=NC1=CC=C(C=C1)CCCC 7-(((R)-nonan-2-yl)oxy)-7'-(((S)-nonan-2-yl)oxy)-[1,1'-biphenanthrene]-2,2'-diyl bis(4'-((4-butylphenyl)diazenyl)-[1,1'-biphenyl]-4-carboxylate)